C1=CC(=CC=C1C(CC(=O)O)N)O β-tyrosine